(3S)-3-Benzyl 2-tert-butyl 5-((1,3-dioxoisoindolin-2-yl)methyl)-2-azabicyclo[3.1.0]hexane-2,3-dicarboxylate O=C1N(C(C2=CC=CC=C12)=O)CC12C[C@H](N(C2C1)C(=O)OC(C)(C)C)C(=O)OCC1=CC=CC=C1